rac-(2R,3R)-8-(5-((tert-butyldimethylsilyl)oxy)pentyl)-8-azaspiro[4.5]decane-2,3-diyl bis(2-heptylnonanoate) C(CCCCCC)C(C(=O)O[C@@H]1CC2(C[C@H]1OC(C(CCCCCCC)CCCCCCC)=O)CCN(CC2)CCCCCO[Si](C)(C)C(C)(C)C)CCCCCCC |r|